N1(CCNCC1)[C@@H]1CC[C@H](CC1)C(=O)OC(C)(C)C tert-butyl trans-4-(piperazin-1-yl)cyclohexane-1-carboxylate